N-(4-(chlorodifluoromethoxy)phenyl)-1-cyclobutyl-7-(1H-pyrazol-5-yl)indoline-5-carboxamide ClC(OC1=CC=C(C=C1)NC(=O)C=1C=C2CCN(C2=C(C1)C1=CC=NN1)C1CCC1)(F)F